N1CC(CCC1)CNS(=O)(=O)C1=CC=CC=C1 N-(PIPERIDIN-3-YLMETHYL)BENZENESULFONAMIDE